CN1N=C(C=C1C(=O)N1[C@@H](C2=C(CC1)NC=N2)C2=NN1C(C=CC=C1)=C2)C (S)-(1,3-dimethyl-1H-pyrazol-5-yl)(4-(pyrazolo[1,5-a]pyridin-2-yl)-6,7-dihydro-1H-imidazo[4,5-c]pyridin-5(4H)-yl)methanone